C(C)OC(=O)C1(CCC2(OCCO2)CC1)CC1=CC(=C(C=C1)Cl)F 8-(4-chloro-3-fluorobenzyl)-1,4-dioxaspiro[4.5]Decane-8-carboxylic acid ethyl ester